FC(C1=NC=C(C=N1)C(=N)N)(F)F 2-(trifluoromethyl)pyrimidine-5-carboxamidine